S1N=CC(=C1)C(=O)N1CCC(=CC1)C1=C2C(=NC(=C1)NC(=O)C1CC1)NC=C2 N-(4-(1-(isothiazole-4-carbonyl)-1,2,3,6-tetrahydropyridin-4-yl)-1H-pyrrolo[2,3-b]pyridin-6-yl)cyclopropylcarboxamide